(S)-2-ethyl-N-(1-methoxy-2-propyl)-6-methylaniline C(C)C1=C(N[C@H](COC)C)C(=CC=C1)C